e-diamino-β-hydroxypimelic acid NC(C(=O)O)(C(CCCC(=O)O)O)N